C1=CC=C2C(=CC3=CC=CC4=CC=C1C2=C34)NC(C3=CC=CC=C3)=O N-(pyren-4-yl)benzamide